(3-(3-Methyloxyoxetan-3-yl)phenyl)(5-(4-(trifluoromethyl)phenyl)-3,4,5,6-tetrahydropyrrolo[3,4-c]pyrrol-2(1H)-yl)methanone COC1(COC1)C=1C=C(C=CC1)C(=O)N1CC=2CN(CC2C1)C1=CC=C(C=C1)C(F)(F)F